ClC1=C(C(=C(C=C1OC)OC)Cl)C1CCC=2C(=NNC2C1)C1=C(C=CC(=C1)N1CCOCC1)NC(C=C)=O N-(2-(6-(2,6-dichloro-3,5-dimethoxyphenyl)-4,5,6,7-tetrahydro-1H-indazol-3-yl)-4-morpholinophenyl)acrylamide